methyl (1R,2S,5S)-6,6-dimethyl-3-{N-[(trifluoromethyl)sulfonyl]-L-valyl}-3-azabicyclo[3.1.0]hexane-2-carboxylate CC1([C@H]2CN([C@@H]([C@@H]12)C(=O)OC)C([C@@H](NS(=O)(=O)C(F)(F)F)C(C)C)=O)C